(S)-4-((4-Hydroxy-2-(4-(methoxycarbonyl)phenyl)-4-(thiophen-3-yl)piperidin-1-yl)methyl)-5-methoxy-7-methyl-1H-Indole-1-carboxylic acid tert-butyl ester C(C)(C)(C)OC(=O)N1C=CC2=C(C(=CC(=C12)C)OC)CN1[C@@H](CC(CC1)(C1=CSC=C1)O)C1=CC=C(C=C1)C(=O)OC